mono-n-butoxytris(ethoxyacetoacetyl)zirconium C(CCC)O[Zr](C(CC(=O)COCC)=O)(C(CC(=O)COCC)=O)C(CC(=O)COCC)=O